C(#N)CNC(C1=CC=C(C=C1)C=1C2=C(N=C(N1)NC1=CC=C(C=C1)N1CCOCC1)NC=C2)=O N-(Cyanomethyl)-4-(2-((4-morpholinophenyl)amino)-7H-pyrrolo[2,3-d]pyrimidin-4-yl)benzamide